ClCC(=O)NCC1CCN(CC1)S(=O)(=O)C1=CC(=C(C=C1)Cl)C(F)(F)F 2-Chloro-N-((1-((4-chloro-3-(trifluoromethyl)phenyl)sulfonyl)piperidin-4-yl)methyl)acetamide